ClC1=NC(=NC(=C1OC)Cl)N 4,6-dichloro-5-methoxy-pyrimidin-2-amine